(S)-N,N-dimethyl-1-(5-azaspiro[2.4]hept-6-yl)methylamine hydrochloride Cl.CN(C)C[C@H]1NCC2(CC2)C1